diphenyl-N,N'-bis(3-methylphenyl)-(1,1'-biphenyl)-4,4'-diamine C1(=CC=CC=C1)C=1C(=C(C=CC1NC1=CC(=CC=C1)C)C1=CC=C(C=C1)NC1=CC(=CC=C1)C)C1=CC=CC=C1